C1(CC1)N(C(=O)C1=NC(=CC(=C1)C(=O)N)[C@H](C)C1=CC=CC=C1)C |r| (+/-)-N-cyclopropyl-N-methyl-6-(1-phenylethyl)pyridine-2,4-dicarboxamide